C(C)(C)(C)OC(=O)N1C[C@@H](CCC1)C1=CN=C2C(=N1)N=C(C=C2C=C)C2=C(C=C(C=C2C)C)OC tert-butyl-(3R)-3-[6-(2-methoxy-4,6-dimethyl-phenyl)-8-vinyl-pyrido[2,3-b]pyrazin-3-yl]piperidine-1-carboxylate